COCC1=C(OC=2C=CC(=C(C2)CCO)N2CC(CC2)OC2=NC=C(C=C2)C)C=CC=C1 2-(5-(2-(methoxymethyl)phenoxy)-2-(3-(5-methylpyridin-2-yloxy)pyrrolidin-1-yl)phenyl)ethanol